2-METHYL-4-ISOPROPYLDIHYDROCINNAMALDEHYDE CC1=C(CCC=O)C=CC(=C1)C(C)C